BrC1=CC=C(C=C1)C1N(C(=C(C1O)SC)C)S(=O)(=O)CC1=CC=CC=C1 (4-bromophenyl)-5-methyl-4-(methylthio)-1-toluenesulfonyl-2,3-dihydro-1H-pyrrol-3-ol